BrC=1C=C(\C=N/C(C(CO)=O)CC2=CC=C(C=C2)O)C=CC1 (Z)-3-(3-bromobenzylideneamino)-1-hydroxy-4-(4-hydroxyphenyl)butan-2-one